C1(=CC=CC=C1)S(=O)(=O)C#CC1=CC=C(OC2=C(N=NN2)C(=O)O)C=C1 5-(4-((phenylsulfonyl)ethynyl)phenoxy)-1H-1,2,3-triazole-4-carboxylic acid